CN1N=C2[C@@H](N(CCC2=C1OS(=O)(=O)C(F)(F)F)C(=O)OC(C)(C)C)C tert-butyl (S)-2,7-dimethyl-3-(((trifluoromethyl)sulfonyl)oxy)-2,4,5,7-tetrahydro-6H-pyrazolo[3,4-c]pyridine-6-carboxylate